Diazoacetic acid ethyl ester C(C)OC(C=[N+]=[N-])=O